N1(CCNCC1)C1=NC=CC=N1 2-(piperazin-1-yl)pyrimidin